BrC1=C(N(C(=C1)C)C[C@H]1COCC1)C#N bromo-5-methyl-1-((3S)-tetrahydrofuran-3-ylmethyl)pyrrole-2-carbonitrile